FC(N1N=CC=C1I)F 1-(difluoromethyl)-5-iodo-pyrazole